N1=CN=C(C2=C1NC=1CCCCC21)C=2CCN(CC2)C(=O)OC(C)(C)C tert-Butyl 4-(6,7,8,9-tetrahydro-5H-pyrimido[4,5-b]indol-4-yl)-3,6-dihydropyridine-1(2H)-carboxylate